(4-bromophenyl)-6-hydroxy-2'-oxospiro[indoline-2,3'-pyrrolidine]-1-carboxylic acid tert-butyl ester C(C)(C)(C)OC(=O)N1C2=CC(=CC=C2CC12C(N(CC2)C2=CC=C(C=C2)Br)=O)O